4-cyano-4-(phenylthioformylthio)pentanoic acid C(#N)C(CCC(=O)O)(C)SC(=S)C1=CC=CC=C1